C(C)(C)(C)C1=NC=C(C=N1)C=1C=C2C(=NC1)NC=C2C(=O)C=2C(=C(C(=CC2)F)NS(=O)(=O)CCC)F N-(3-(5-(2-(tert-butyl)pyrimidin-5-yl)-1H-pyrrolo[2,3-b]pyridine-3-carbonyl)-2,6-difluorophenyl)propane-1-sulfonamide